7-((2,4-Dichlorobenzyl)oxy)-3-hydroxy-6-methoxy-1-oxoisochromane-5-carbaldehyde ClC1=C(COC=2C(=C(C=3CC(OC(C3C2)=O)O)C=O)OC)C=CC(=C1)Cl